ClC1=CC2=C(N(C(N=C2N2C[C@H](N(C[C@@H]2C)C(=O)OC(C)(C)C)C)=O)C=2C(=NC=NC2C(C)C)C(C)C)N=C1C1=C(C=CC=C1)F (2R,5S)-tert-Butyl 4-(6-chloro-1-(4,6-diisopropylpyrimidin-5-yl)-7-(2-fluorophenyl)-2-oxo-1,2-dihydropyrido[2,3-d]pyrimidin-4-yl)-2,5-dimethylpiperazine-1-carboxylate